OC1(CC(C1)C(=O)N1CC2(C1)CCC(CC2)CC2=CC=C1C=NN(C1=C2)C)C ((1s,3s)-3-Hydroxy-3-methylcyclobutyl)(7-((1-methyl-1H-indazol-6-yl)methyl)-2-azaspiro[3.5]nonan-2-yl)methanone